C(=CC1=CC=CC=C1)\C\1=C/C=C/C(=O)OC1=O styrene-muconic acid anhydride